(S)-N-(1-((4-(benzylthio)phenyl)(methyl)amino)-1-oxo-3-phenylpropan-2-yl)-4-fluorobenzamide C(C1=CC=CC=C1)SC1=CC=C(C=C1)N(C([C@H](CC1=CC=CC=C1)NC(C1=CC=C(C=C1)F)=O)=O)C